(1S,2S,4S)-5,5-difluoro-2-(hydroxymethyl)-2-(methoxymethyl)-4-methyl-quinuclidin-3-one FC1([C@@]2(C([C@@](N(C1)CC2)(COC)CO)=O)C)F